CC1=C(C(=O)OCC)C(=CC(=C1C)O)C ethyl 2,3,6-trimethyl-4-hydroxybenzoate